ClC=1C=C(C=C(C1)NS(=O)(=O)C)NC(=O)C=1SC=C(C1)C(=O)NC1=CC=CC=C1 N2-(3-chloro-5-(methylsulfonamido)phenyl)-N4-phenylthiophene-2,4-dicarboxamide